(2R)-2-amino-2-cyclopropyl-1-[4-[4-[[3-[4-(difluoromethoxy)phenyl]imidazo[1,2-a]pyrazin-8-yl]amino]-2-methylbenzoyl]piperazin-1-yl]ethanone N[C@@H](C(=O)N1CCN(CC1)C(C1=C(C=C(C=C1)NC=1C=2N(C=CN1)C(=CN2)C2=CC=C(C=C2)OC(F)F)C)=O)C2CC2